4-(3-(3,5-dibromo-1H-pyrazol-1-yl)phenyl)morpholine BrC1=NN(C(=C1)Br)C=1C=C(C=CC1)N1CCOCC1